COC1=CC=C(C=C1)N1C(=C(C(=C1C1=CC=C(C=C1)OC)C1=CC=CC=C1)C1=NC=CC=C1)CC1=CC=CC=C1 N-(4-methoxyphenyl)-3-(2-pyridyl)-2-benzyl-4-phenyl-5-(4-methoxyphenyl)pyrrole